N-{[5-cyano-6-(1,4-dioxan-2-ylmethoxy)pyridin-3-yl]sulfonyl}-2-(1H-pyrrolo[2,3-b]pyridin-5-yloxy)benzamide C(#N)C=1C=C(C=NC1OCC1OCCOC1)S(=O)(=O)NC(C1=C(C=CC=C1)OC=1C=C2C(=NC1)NC=C2)=O